(6S,8R)-6-(5-bromopyridin-2-yl)-7-(2,2-difluoro-3-methoxypropyl)-8-methyl-6,7,8,9-tetrahydro-3H-pyrazolo[4,3-f]isoquinoline BrC=1C=CC(=NC1)[C@H]1N([C@@H](CC2=C3C(=CC=C12)NN=C3)C)CC(COC)(F)F